O1CCC(CC1)NC(=O)C=1C=C2CCN3C(C2=CC1)=CC(=NC3=O)OCC3OC=1C(=NC=CC1)OC3 2-(2,3-Dihydro-[1,4]dioxino[2,3-b]pyridin-2-ylmethoxy)-4-oxo-6,7-dihydro-4H-pyrimido[6,1-a]isoquinoline-9-carboxylic acid (tetrahydro-pyran-4-yl)-amide